C(C)(C)(C)OC(NC1CC2(CN(C2)C2=NC=CC(=N2)NC2=NNC(=C2)C2CC2)C1)=O (2-(4-((5-Cyclopropyl-1H-pyrazol-3-yl)amino)pyrimidin-2-yl)-2-azaspiro[3.3]hept-6-yl)carbamic acid tert-butyl ester